3-(1-ethyl-2-{2-[(1S)-1-methoxyethyl]Pyridin-3-yl}-5-(4,4,5,5-tetramethyl-1,3,2-dioxaborolan-2-yl)indol-3-yl)-2,2-dimethylpropan-1-ol C(C)N1C(=C(C2=CC(=CC=C12)B1OC(C(O1)(C)C)(C)C)CC(CO)(C)C)C=1C(=NC=CC1)[C@H](C)OC